(E)-3-(3-chloro-2-fluoro-6-(trifluoromethyl)phenyl)acrylic acid ClC=1C(=C(C(=CC1)C(F)(F)F)/C=C/C(=O)O)F